ClC=1C=C2C(C(=CN(C2=CC1N1[C@H](CC(C1)C1CC1)COC1=NC=CC=C1Cl)C=1C=NC(=CC1)N1CC(C1)N(C)C)C(=O)O)=O 6-chloro-7-((2R)-2-(((3-chloropyridin-2-yl)oxy)methyl)-4-cyclopropyl-pyrrolidin-1-yl)-1-(6-(3-(dimethyl-amino)azetidin-1-yl)pyridin-3-yl)-4-oxo-1,4-dihydro-quinoline-3-carboxylic acid